omega-Nitro-L-arginine methyl ester hydrochloride Cl.COC([C@@H](N)CCCNC(N[N+](=O)[O-])=N)=O